(E)-N-(2-bromo-3-fluorophenyl)-N-(3-ethoxyacryloyl)glycine ethyl ester C(C)OC(CN(C(\C=C\OCC)=O)C1=C(C(=CC=C1)F)Br)=O